1-[2-(4-morpholinyl)ethyl]-3-(4-acetamidophenyl)urea N1(CCOCC1)CCNC(=O)NC1=CC=C(C=C1)NC(C)=O